CC=1C=C(C=NN2C3=NC(=NC(=C3N=C2)O)N2CCOCC2)C=CC1 9-((3-methylbenzylidene)amino)-2-morpholino-9H-purin-6-ol